N-(1-(2-bromopyridin-3-yl)pent-4-en-1-yl)-2-methylpropan-2-sulfinamide BrC1=NC=CC=C1C(CCC=C)NS(=O)C(C)(C)C